6-(4-(methylsulfonyl)phenyl)naphthalene-2-ol CS(=O)(=O)C1=CC=C(C=C1)C=1C=C2C=CC(=CC2=CC1)O